[N+](=O)([O-])C=1C=CC2=C(C(=N[C@H](C=3N2C(=NN3)SCCN(CC)CC)CCC(=O)OC)C3=C(C=CC=C3)F)C1 methyl (S)-3-(8-nitro-1-((2-(diethylamino)ethyl)thio)-6-(2-fluorophenyl)-4H-benzo[f][1,2,4]triazolo[4,3-a][1,4]diazepin-4-yl)propionate